C(C)(=O)OC(C(CNC(C1=CC(=C(C(=C1)C)OC(C)=O)C)=O)OC(C)=O)[C@@H]1O[C@](C[C@@H]([C@H]1NC(=O)OC(C)(C)C)OC(C)=O)(C(=O)OC)CC=C 3-(4-acetoxy-3,5-dimethylbenzamido)-1-((2R,3R,4S,6R)-4-acetoxy-6-allyl-3-((tert-butoxycarbonyl)amino)-6-(methoxycarbonyl)tetrahydro-2H-pyran-2-yl)propane-1,2-diyl diacetate